C1N(CC2C1CNC2)C(=O)C2=NNC(=C2C(C)C)C=2C=C(C=1N(C2)N=CN1)C (hexahydropyrrolo[3,4-c]pyrrol-2(1H)-yl)(4-isopropyl-5-(8-methyl-[1,2,4]triazolo[1,5-a]pyridin-6-yl)-1H-pyrazol-3-yl)methanone